NC1=C(C=CC(=C1F)NCC1=CC=C(C=C1)O)NC([C@@H]([C@H](CCCCCCC)F)F)=O (2S,3S)-N-(2-amino-3-fluoro-4-((4-hydroxybenzyl)amino)phenyl)-2,3-difluorodecanamide